1-[(2-ethyl-6-methyl-phenyl)carbamothioyl]-3-[4-[3-[1-[4-(trifluoromethoxy)phenyl]-1H-1,2,4-triazol-3-yl]phenyl]butyl]urea C(C)C1=C(C(=CC=C1)C)NC(=S)NC(=O)NCCCCC1=CC(=CC=C1)C1=NN(C=N1)C1=CC=C(C=C1)OC(F)(F)F